2,4-dichloro-1,6-naphthyridine-5-carbonitrile ClC1=NC=2C=CN=C(C2C(=C1)Cl)C#N